tert-butyl 4-(4-chloro-3-cyclopropyl-phenyl)piperazine-1-carboxylate ClC1=C(C=C(C=C1)N1CCN(CC1)C(=O)OC(C)(C)C)C1CC1